P(=O)(OC(C(C1=CC=CC=C1)=O)Br)(Br)Br phosphoryloxybenzoyl-methyl bromide